N-[2-(1-naphthyl)ethyl]cyclobutanecarboxamide C1(=CC=CC2=CC=CC=C12)CCNC(=O)C1CCC1